ClC1=C(C(=CC=C1)F)NC(=O)C1=NN(C2=CC=CC=C12)CC1=C(C=C(C=C1)Cl)Cl N-(2-chloro-6-fluoro-phenyl)-1-[(2,4-dichlorophenyl)methyl]indazole-3-carboxamide